5-bromo-2-[3-(4-bromobut-2-ynyloxy)cyclobutoxy]pyridine BrC=1C=CC(=NC1)OC1CC(C1)OCC#CCBr